C(C=C)(=O)O.C([C@H](O)[C@H](O)CO)O.C([C@H](O)[C@H](O)CO)O.C([C@H](O)[C@H](O)CO)O.C([C@H](O)[C@H](O)CO)O.C([C@H](O)[C@H](O)CO)O pentaerythritol 4-acrylate